C(C)(C)(C)OC(=O)N1C(CC1)OC1=CC=C(C=C1)C(=O)OCC (4-(ethoxycarbonyl)phenoxy)azetidine-1-carboxylic acid tert-butyl ester